(R)-2-neopentyl-4-phenyl-1-tosyl-1,4-dihydroquinazoline C(C(C)(C)C)C=1N(C2=CC=CC=C2[C@H](N1)C1=CC=CC=C1)S(=O)(=O)C1=CC=C(C)C=C1